potassium sodium copper tartrate salt C(=O)([O-])C(O)C(O)C(=O)[O-].[Cu+2].[Na+].[K+].C(=O)([O-])C(O)C(O)C(=O)[O-]